1-(4-((4-amino-2-(2-methoxyethoxy)-5H-pyrrolo[3,2-d]pyrimidin-7-yl)methyl)phenyl)-4-methylpiperazin-2-one NC=1C2=C(N=C(N1)OCCOC)C(=CN2)CC2=CC=C(C=C2)N2C(CN(CC2)C)=O